FCCCN1C[C@H](CC1)OC=1C=CC(=NC1)[C@H]1N([C@@H](CC2=CC(=CC=C12)C(=O)O)C)CC(F)(F)F (1S,3R)-1-(5-(((S)-1-(3-fluoropropyl)pyrrolidin-3-yl)oxy)pyridin-2-yl)-3-methyl-2-(2,2,2-trifluoroethyl)-1,2,3,4-tetrahydroisoquinoline-6-carboxylic acid